COC(=O)C1=NC=CC(=N1)O[C@@H]1C[C@@H](N(CC1)C(=O)OC(C)(C)C)C.BrC1=C(C=CC=C1OC1=CC(=CC=C1)Cl)OC1=CC(=CC=C1)Cl 2-bromo-1,3-bis(3-chlorophenoxy)benzene methyl-4-(((2S,4S)-1-(tert-butoxycarbonyl)-2-methylpiperidin-4-yl)oxy)pyrimidine-2-carboxylate